6-(7-((1,3-dimethyl-1H-pyrazol-5-yl)sulfonyl)-7-azaspiro[3.5]nonan-2-yl)-2-oxa-6-azaspiro[3.3]heptane CN1N=C(C=C1S(=O)(=O)N1CCC2(CC(C2)N2CC3(COC3)C2)CC1)C